N=1N=NC=2C1CC(=CC2)S(=O)(=O)O benzotriazole-6-sulfonic acid